C(C)S(=O)C1=CC=C(C(=N1)C1=NC2=C(C=NC(=C2)C(F)(F)F)N1C)S(=O)(=O)CC 2-[6-(ethylsulfinyl)-3-(ethylsulfonyl)pyridin-2-yl]-3-methyl-6-(trifluoromethyl)-3H-imidazo[4,5-c]pyridine